2-{10-[1-acetyl-3-(2,3,4,6-tetra-O-acetyl-β-D-glucopyranosyloxy)-4,6-dibromo-1H-indol-5-yl]-1,4,7,10-tetraoxadec-1-yl}-1,3,5-triazine C(C)(=O)N1C=C(C2=C(C(=C(C=C12)Br)OCCOCCOCCOC1=NC=NC=N1)Br)O[C@H]1[C@H](OC(C)=O)[C@@H](OC(C)=O)[C@H](OC(C)=O)[C@H](O1)COC(C)=O